1-((2,5-dichlorophenyl)sulfonyl)piperazine ClC1=C(C=C(C=C1)Cl)S(=O)(=O)N1CCNCC1